N-benzyl-1-(2-((3-bromo-1-methyl-1H-pyrazol-4-yl)methyl)imidazo[1,2-a]pyrazin-6-yl)-N-methyl-methylamine C(C1=CC=CC=C1)N(C)CC=1N=CC=2N(C1)C=C(N2)CC=2C(=NN(C2)C)Br